[5-[2-[tert-butyl-(dimethyl)silyl]oxyethoxy]-2-pyridyl]methanol C(C)(C)(C)[Si](OCCOC=1C=CC(=NC1)CO)(C)C